2-((4-(6-(4-hydroxylphenyl)imidazo[2,1-b]thiazol-5-yl)pyrimidin-2-yl)amino)ethylbenzenesulfonamide OC1=CC=C(C=C1)C=1N=C2SC=CN2C1C1=NC(=NC=C1)NCCC1=C(C=CC=C1)S(=O)(=O)N